OCCNC1=CC=CC=C1[N+](=O)[O-] hydroxyethylamino-6-nitrobenzene